CC=1C(=CC=2N(N1)C(=CN2)C2=NC1=CC(=CC=C1C=C2)C2=CC=NC=C2)C=2C=NN(C2)CC2CCNCC2 (6-methyl-7-(1-(piperidin-4-ylmethyl)-1H-pyrazol-4-yl)imidazo[1,2-b]pyridazin-3-yl)-7-(pyridin-4-yl)quinoline